Ethyl 2-(3-(1-methyl-1H-indol-5-yl)ureido)-4,7-dihydro-5H-thieno[2,3-c]pyran-3-carboxylate CN1C=CC2=CC(=CC=C12)NC(NC1=C(C2=C(COCC2)S1)C(=O)OCC)=O